benzyl (2-(3-(6-methoxy-3-neopentyl-4-oxo-3,4-dihydroquinazolin-2-yl)-1-methylpiperidin-2-yl)ethyl)carbamate COC=1C=C2C(N(C(=NC2=CC1)C1C(N(CCC1)C)CCNC(OCC1=CC=CC=C1)=O)CC(C)(C)C)=O